COC1=CC=C(C=C1)CN1C(N(C(=CC1=O)C(F)(F)F)C)=O 3-[(4-methoxyphenyl)methyl]-1-methyl-6-(trifluoromethyl)pyrimidine-2,4-dione